C(#N)C1=C(C(=C(C=2N=C([N-]C21)C(C(F)(F)F)(F)F)C#N)C#N)C#N 4,5,6,7-tetracyano-2-pentafluoroethylbenzimidazolid